1,15-bis(hexylthio)-8-oxopentadecane-2,14-diyl bis(decanoate) C(CCCCCCCCC)(=O)OC(CSCCCCCC)CCCCCC(CCCCCC(CSCCCCCC)OC(CCCCCCCCC)=O)=O